BrC(C(=O)OCC)C1=C(C=C(C=C1)Cl)OCCO[Si](C)(C)C(C)(C)C ethyl 2-bromo-2-(2-(2-((tert-butyldimethylsilyl)oxy)-ethoxy)-4-chlorophenyl)acetate